(2R,4R)-1-(3-chloro-2-fluorobenzyl)-4-((3-fluoro-4-((R)-1-fluoro-ethyl)-6-((5-methyl-1H-pyrazol-3-yl)amino)pyridin-2-yl)methyl)-2-methylpiperidine-4-carboxylic acid ClC=1C(=C(CN2[C@@H](C[C@@](CC2)(C(=O)O)CC2=NC(=CC(=C2F)[C@@H](C)F)NC2=NNC(=C2)C)C)C=CC1)F